thiomorpholinoethan-1-ol S1CCN(CC1)C(C)O